(S)-1-(4-(2-(3-bromo-4-((R)-3-chloro-2-hydroxypropoxy)phenyl)propan-2-yl)phenoxy)-3-(1H-imidazol-1-yl)propan-2-ol BrC=1C=C(C=CC1OC[C@H](CCl)O)C(C)(C)C1=CC=C(OC[C@H](CN2C=NC=C2)O)C=C1